FC(C(=O)O)(F)F.NC=1C(=NC(=CN1)C1=C(C=CC(=C1)C(C(F)(F)F)(C(=O)N)O)C)C(=O)NCC1(CC1)C#N 3-amino-6-(5-(3-amino-1,1,1-trifluoro-2-hydroxy-3-oxopropan-2-yl)-2-methylphenyl)-N-((1-cyanocyclopropyl)methyl)pyrazine-2-carboxamide trifluoroacetate